CN1CCC(CC1)CCN1N=CC=C1C(=O)OC methyl 1-(2-(1-methylpiperidin-4-yl) ethyl)-1H-pyrazole-5-carboxylate